C(#N)[C@@]1([C@H](C1)CC)NS(=O)(=O)C=1C=C2C(N(C(N(C2=CC1)CC)=O)CC)=O N-((1R,2S)-1-cyano-2-ethylcyclopropyl)-1,3-diethyl-2,4-dioxo-1,2,3,4-tetrahydroquinazoline-6-sulfonamide